C1(CC2C(CC1)O2)CCO[SiH3] (3,4-epoxycyclohexyl)ethoxyl-silane